ClC1=NC=C(C=C1OCOC)C=1C=NN(C1)C1OCCCC1 2-chloro-3-(methoxymethoxy)-5-(1-tetrahydropyran-2-ylpyrazol-4-yl)pyridine